2-Amino-5-nitrobenzoic acid potassium salt [K+].NC1=C(C(=O)[O-])C=C(C=C1)[N+](=O)[O-]